C(C)(C)(C)N1N=C(N=N1)C(=O)NCC1=C(C=C(C=C1)C1=NC=NN2C1=CC(=C2)C=2CCOCC2)C 2-(tert-butyl)-N-(4-(6-(3,6-dihydro-2H-pyran-4-yl)pyrrolo[2,1-f][1,2,4]triazin-4-yl)-2-methylbenzyl)-2H-tetrazole-5-carboxamide